ClC1=CC=C(C=C1)C1C(SC(C1C(=O)C=1OC=CC1)C1=CC=C(C=C1)Cl)C(=O)C=1OC=CC1 (3,5-bis(4-chlorophenyl)tetrahydrothiophene-2,4-diyl)bis(furan-2-ylmethanone)